ClC=1N=C(C2=C(N1)C=NC=C2)Cl 2,4-dichloropyrido[3,4-d]pyrimidine